1-(7-((1-isobutyl-6-((5-methylthiazol-2-yl)amino)-1H-pyrrolo[3,2-c]pyridin-4-yl)oxy)-2-azaspiro[4.4]nonan-2-yl)prop-2-en-1-one C(C(C)C)N1C=CC=2C(=NC(=CC21)NC=2SC(=CN2)C)OC2CC1(CCN(C1)C(C=C)=O)CC2